3-(1H-imidazol-4-yl)-N-[(pyrazin-2-yl)methyl]prop-2-enamide N1C=NC(=C1)C=CC(=O)NCC1=NC=CN=C1